C(C)OC(CC=1C=C(C=CC1)C(C(=O)OCC1=CC=C(C=C1)OC)(CCCCC(C=O)(C)C)C)=O 4-methoxybenzyl 2-(3-(2-ethoxy-2-oxoethyl)phenyl)-2,7,7-trimethyl-8-oxooctanoate